1-(2-(dimethylamino)-2-(thiophen-3-yl)ethyl)-3-(1,2,3,4-tetrahydronaphthalen-1-yl)urea hydrochloride Cl.CN(C(CNC(=O)NC1CCCC2=CC=CC=C12)C1=CSC=C1)C